ClC1=NC=2N(C(=C1)Cl)N=C(C2C2=CC=C(C=C2)Cl)C2=CC=C(C#N)C=C2 4-[5,7-dichloro-3-(4-chlorophenyl)pyrazolo[1,5-a]pyrimidin-2-yl]benzonitrile